2-(2,6-dioxopiperidin-3-yl)-4-(((S)-1-methoxypropane-2-yl)amino)isoindoline-1,3-dione O=C1NC(CCC1N1C(C2=CC=CC(=C2C1=O)N[C@H](COC)C)=O)=O